N-[4-(4-Fluoro-1,3-benzoxazol-2-yl)phenyl]tetrahydrofuran-3-carboxamid FC1=CC=CC2=C1N=C(O2)C2=CC=C(C=C2)NC(=O)C2COCC2